bis(lutidine) ruthenium (II) [Ru+2].N1=C(C=CC=C1C)C.N1=C(C=CC=C1C)C